[Ag].[Sn].[Sb].[Pb] lead-antimony-tin-silver